NC([C@H](CC1=CC=CC=C1)NC(CNC(C1=NC=CC=C1)=O)=O)=O (S)-N-(2-((1-amino-1-oxo-3-phenylpropan-2-yl)amino)-2-oxoethyl)picolinamide